3-{4-[5-Amino-6-((R)-pyrrolidin-3-yloxy)-pyrazin-2-yl]-benzylamino}-6-cyanopyrazine-2-carboxylic acid [(S)-1-(3,4-difluoro-phenyl)-ethyl]-amide FC=1C=C(C=CC1F)[C@H](C)NC(=O)C1=NC(=CN=C1NCC1=CC=C(C=C1)C1=NC(=C(N=C1)N)O[C@H]1CNCC1)C#N